HYDROXY-PYRIDINALDOXIM OC=1C(=NC=CC1)C=NO